BrC1=NN(C(=C1)C)CC1=CC(=C(C(=O)OC)C=C1)[N+](=O)[O-] methyl 4-((3-bromo-5-methyl-1H-pyrazol-1-yl) methyl)-2-nitrobenzoate